ClC1=CC=C(CN2C3(CN(C3)C3=CN=CS3)C(N(CC2=O)C(C)C)=O)C=C1 5-(4-chlorobenzyl)-8-isopropyl-2-(thiazol-5-yl)-2,5,8-triazaspiro[3.5]nonane-6,9-dione